6-bromo-N-(4-morpholinyl-2-(piperidin-1-yl)phenyl)pyridineamide BrC1=CC=CC(=N1)C(=O)NC1=C(C=C(C=C1)N1CCOCC1)N1CCCCC1